COC([C@H]([C@@H](C)O)CNC(C1=CC=CC=C1)=O)=O (2S,3R)-methyl-2-benzamidomethyl-3-hydroxybutyrate